(1R,3R)-3-aminocyclohexanol N[C@H]1C[C@@H](CCC1)O